(7R)-2-{2-[1-(Cyclopropylmethyl)-6-(3-methoxyazetidin-1-yl)-1H-indol-2-yl]-4-fluoro-3-methylpyrazolo[1,5-a]pyridine-6-carbonyl}-2-azabicyclo[2.2.1]heptan-7-amine C1(CC1)CN1C(=CC2=CC=C(C=C12)N1CC(C1)OC)C1=NN2C(C(=CC(=C2)C(=O)N2C3CCC(C2)[C@H]3N)F)=C1C